1-(7-methoxy-1-(trifluoromethyl)-9H-pyrido[3,4-b]indol-9-yl)-N,N-dimethylpropan-2-amine COC1=CC=C2C3=C(N(C2=C1)CC(C)N(C)C)C(=NC=C3)C(F)(F)F